Ethyl 1-[(2-chloro-4-{6,6-difluoro-3-azabicyclo[3.1.0]hexan-3-yl}phenyl)methyl]-1H-imidazole-4-carboxylate ClC1=C(C=CC(=C1)N1CC2C(C2C1)(F)F)CN1C=NC(=C1)C(=O)OCC